3-benzodioxolylbutanamine O1C(OC2=C1C=CC=C2)C(CCN)C